3,9,10-trimethoxy-6,7-dihydroindeno[2,1-c]thiochromene COC1=CC=C2C3=C(CSC2=C1)CC1=CC(=C(C=C13)OC)OC